C(C)(=O)OC1OCC[C@H]1OC(C)=O (3R)-tetrahydrofuran-2,3-diyl diacetate